(S)-N-methyl-1-(6-methyl-4-(trifluoromethyl)pyridin-2-yl)-N-(m-tolyl)indoline-2-carboxamide CN(C(=O)[C@H]1N(C2=CC=CC=C2C1)C1=NC(=CC(=C1)C(F)(F)F)C)C=1C=C(C=CC1)C